N-(3,5-dichlorobenzyl)-2-((3-(2,6-dioxopiperidin-3-yl)-1-methyl-1H-indazol-7-yl)oxy)acetamide ClC=1C=C(CNC(COC=2C=CC=C3C(=NN(C23)C)C2C(NC(CC2)=O)=O)=O)C=C(C1)Cl